tetramethylcyclopentadienyl-dimethylsilyl-(4-(2-isopropylphenyl)-2-methyl-1,5,6,7-tetrahydro-s-indacen-1-yl)zirconium CC1=C(C(=C(C1[Si](C)(C)[Zr]C1C(=CC2=C(C=3CCCC3C=C12)C1=C(C=CC=C1)C(C)C)C)C)C)C